Diethyl 4-cyclopropyl-1-{2-[3-methyl-4-(trifluoromethyl)phenyl]-2-oxoethyl}-1H-pyrazole-3,5-dicarboxylate C1(CC1)C=1C(=NN(C1C(=O)OCC)CC(=O)C1=CC(=C(C=C1)C(F)(F)F)C)C(=O)OCC